O[C@@H]1C[C@H](N(C1)C([C@H](C(C)(C)C)NC(OC(C)(C)C)=O)=O)C(N[C@@H](C)C=1C=NC(=CC1)C1=C(N=CS1)C)=O tert-butyl ((S)-1-((2S,4R)-4-hydroxy-2-(((S)-1-(6-(4-methylthiazol-5-yl)pyridin-3-yl)ethyl)carbamoyl)pyrrolidin-1-yl)-3,3-dimethyl-1-oxobutan-2-yl)carbamate